NC1CN=CC2=CC=CC=C12 4-amino-3,4-dihydroisoquinoline